2-{[(2S)-1,4-dioxan-2-yl]methyl}-N-{[(2S)-tetrahydrofuran-2-yl]methyl}-8-(trifluoromethyl)-2H-furo[2,3-g]indazole-7-carboxamide O1[C@H](COCC1)CN1N=C2C3=C(C=CC2=C1)OC(=C3C(F)(F)F)C(=O)NC[C@H]3OCCC3